COC(C1=CC=CC=C1F)=O 6-fluorobenzoic acid methyl ester